ClC1=C(C=C(C=C1)F)NC=1C(=NC(=CC1)NC(C1=CC(=CC(=C1)C(F)(F)F)F)=O)C(=O)NC ((2-chloro-5-fluorophenyl)amino)-6-(3-fluoro-5-(trifluoromethyl)benzoylamino)-N-methylpyridineamide